O=C1NC(CCC1C1=CC=C(C=C1)N1CCC(CC1)C=O)=O 1-[4-(2,6-dioxo-3-piperidinyl)phenyl]piperidine-4-carbaldehyde